3-((3-((4-(4-((5-chloro-4-((2-(isopropylsulfonyl)phenyl)amino)pyrimidin-2-yl)amino)-5-isopropoxy-2-methylphenyl)piperidin-1-yl)methyl)phenyl)amino)piperidine-2,6-dione ClC=1C(=NC(=NC1)NC1=CC(=C(C=C1OC(C)C)C1CCN(CC1)CC=1C=C(C=CC1)NC1C(NC(CC1)=O)=O)C)NC1=C(C=CC=C1)S(=O)(=O)C(C)C